OCC(N)(CO)CO tris-(hydroxymethyl)-methylamine